racemic-cis-hexahydro-2H-pyrrolo[3,4-d]oxazol-2-one O1C(N[C@H]2[C@@H]1CNC2)=O |r|